C(C=C)(=O)OCCNC(=O)ON=C(CC)C 2-[(3-butylidene)aminooxycarbonylamino]ethyl acrylate